FC1=C(C=C(C=C1)C(C)=O)C1=C(N=C(C=2N1N=CC2)N2CCC1(CC2)[C@@H](C=2C(=NC=CC2)C1)N)C 1-[4-fluoro-3-[6-methyl-4-[(5S)-5-aminospiro[5,7-dihydrocyclopenta[b]pyridine-6,4'-piperidine]-1'-yl]pyrazolo[1,5-a]pyrazin-7-yl]phenyl]ethanone